benzyl rac-(3R)-3-[7-(2-methoxy-6-methyl-4-methylsulfonyl-phenyl)-1,8-naphthyridin-2-yl]piperidine-1-carboxylate COC1=C(C(=CC(=C1)S(=O)(=O)C)C)C1=CC=C2C=CC(=NC2=N1)[C@H]1CN(CCC1)C(=O)OCC1=CC=CC=C1 |r|